C1(CCCC1)N1C(=CC2=C1N=C(N=C2)NC2=NC=C(C=C2)N2CCN(CC2)CC=2N=NC(=CC2)N2C(NC(CC2)=O)=O)C(=O)N(C)C 7-cyclopentyl-2-((5-(4-((6-(2,4-dioxotetrahydropyrimidin-1(2H)-yl)pyridazin-3-yl)methyl)piperazin-1-yl)pyridin-2-yl)amino)-N,N-dimethyl-7H-pyrrolo[2,3-d]pyrimidine-6-carboxamide